C1(CCC1)NC1=NC2=CC(=CC=C2C=C1)OCC1C(C(CO1)O)O 5-((2-(cyclobutylamino)quinolin-7-yloxy)methyl)tetrahydrofuran-3,4-diol